6-(1-(2,2-difluoroethyl)-4-(4-fluoro-phenyl)-2-methyl-1H-imidazol-5-yl)imidazo[1,2-a]pyridine-3-carbonitrile FC(CN1C(=NC(=C1C=1C=CC=2N(C1)C(=CN2)C#N)C2=CC=C(C=C2)F)C)F